C1(=CC=CC=C1)S(=O)(=O)C1=CC=C(C=C1)C1=NC(=CC=C1)C1=CC=C(C=C1)S(=O)(=O)C1=CC=CC=C1 2,6-bis[4-(phenylsulfonyl)phenyl]pyridine